ClC1=C(C=C(C=C1)C1=CC(=CC=C1)C1=CC=CC=2C3=CC=CC=C3NC12)C=1C2=CC=CC=C2C=2C=CC=CC2C1 (4'-chloro-3'-(phenanthr-9-yl)-[1,1'-biphenyl]-3-yl)-9H-carbazole